C[Si](C)(C)SCCC[Si](OCCC)(OCCC)OCCC (trimethylsilyl)[3-(tripropoxysilyl)propyl]sulfide